ethyl (cis)-8'-bromo-2-methyl-4'H-spiro[cyclopropane-1,5'-naphtho[2,1-d]isoxazole]-3'-carboxylate BrC1=CC=C2C3(CC=4C(=NOC4C2=C1)C(=O)OCC)C(C3)C